ClC=1C=C2C(=CC(=NC2=CC1)C(F)(F)F)N[C@@H]1C[C@@H](CCC1)NC(C1=CC(=CC=C1)NC(C)=O)=O N-[(1R,3S)-3-{[6-chloro-2-(trifluoromethyl)quinolin-4-yl]amino}cyclohexyl]-3-acetamidobenzamide